COC(C(CC1=NN(C=C1)C)N(C(CCl)=O)CC(=O)NC1=C(C=CC(=C1)Cl)N1N=NC(=C1)Cl)=O 2-(2-chloro-N-(2-((5-chloro-2-(4-chloro-1H-1,2,3-triazol-1-yl)phenyl)amino)-2-oxoethyl)acetamido)-3-(1-methyl-1H-pyrazol-3-yl)propanoic acid methyl ester